BrC1=C(C(=C(C=2C3(C4=CC=CC=C4C12)C1=CC=CC=C1C=1C=CC=CC13)Br)Br)Br tetrabromo-9,9'-spirobifluorene